NCCN1N=C(C=C1)C1=CC=C(C=C1)C1=CC=C(C=C1)C1=C(C2=C(NC(=N2)OC=2C=CC(=C(C(=O)O)C2)C)C=C1F)F 5-((5-(4'-(1-(2-aminoethyl)-1H-pyrazol-3-yl)-[1,1'-biphenyl]-4-yl)-4,6-difluoro-1H-benzo[d]imidazol-2-yl)oxy)-2-methylbenzoic acid